ClC=1C=C2C=CN(C2=C(C1)C1=C2C(=NC=C1)C=C(S2)CN2C(CCC2=O)=O)CC2(CCNCC2)C#N 4-((5-Chloro-7-(2-((2,5-dioxopyrrolidin-1-yl)methyl)thieno[3,2-b]pyridin-7-yl)-1H-indol-1-yl)methyl)piperidine-4-carbonitrile